N1=CC=C(C=C1)NC(=O)C1CC12CCN(CC2)C(=O)OC(C)(C)C tert-butyl 1-(pyridin-4-ylcarbamoyl)-6-azaspiro[2.5]octane-6-carboxylate